(1R,2S)-2-{3-[({1-[(2S)-2-butanyl]-5-[2-(2-chloro-3,5-difluorophenoxy)ethyl]-1H-Pyrrole-2-yl}carbonyl)amino]-4-(trifluoromethyl)phenyl}cyclopropanecarboxylic acid C[C@@H](CC)N1C(=CC=C1CCOC1=C(C(=CC(=C1)F)F)Cl)C(=O)NC=1C=C(C=CC1C(F)(F)F)[C@@H]1[C@@H](C1)C(=O)O